2-(Bromomethyl)-N,N-dimethylbenzamide CN(C)C(=O)C1=CC=CC=C1CBr